ethyl 2-(3-methyl-2-((1r,4r)-4-((1,1,1-trifluoropropan-2-yl)oxy)cyclohexyl)-phenyl)acetate CC=1C(=C(C=CC1)CC(=O)OCC)C1CCC(CC1)OC(C(F)(F)F)C